6-(4-methoxyphenyl)-2-(pyridin-2-yl)phthalazin-1(2H)-one COC1=CC=C(C=C1)C=1C=C2C=NN(C(C2=CC1)=O)C1=NC=CC=C1